methyl 5-bromo-8-hydroxy-4-phenyl-1,6-naphthyridine-7-carboxylate BrC1=C2C(=CC=NC2=C(C(=N1)C(=O)OC)O)C1=CC=CC=C1